tert-butyl 4-[(4-aminopyrazol-1-yl)methyl]piperidine-1-carboxylate NC=1C=NN(C1)CC1CCN(CC1)C(=O)OC(C)(C)C